1,3-bis[bis(2-methoxy-5-methylphenyl)phosphino]Propane COC1=C(C=C(C=C1)C)P(CCCP(C1=C(C=CC(=C1)C)OC)C1=C(C=CC(=C1)C)OC)C1=C(C=CC(=C1)C)OC